[Sb].[Co] cobalt-antimony